C(=O)(O)C(=C(C=C(C1=CC=CC=C1)C1=CC=CC=C1)CC(C)(C)C)C(=O)O 1,1-dicarboxy(2,2'-dimethylpropyl)-4,4-diphenyl-butadiene